NC1=NN(C2=CC(=CC=C12)CO)C([C@H](COC1=CC=C(C=C1)F)C)=O (S)-1-(3-Amino-6-(hydroxymethyl)-1H-indazol-1-yl)-3-(4-fluorophenoxy)-2-methylpropan-1-one